CC1=NNC(=C1C1=CC=C(C=C1)NC([C@H](C1CCC(CC1)C)NC(=O)C1=CC=NN1CC(=C)C)=O)C (S)-N-(2-((4-(3,5-dimethyl-1H-pyrazol-4-yl)phenyl)amino)-1-(4-methylcyclohexyl)-2-oxoethyl)-1-(2-methylallyl)-1H-pyrazole-5-carboxamide